zirconium compound with phosphoric acid P(O)(O)(O)=O.[Zr]